bis(2,4,6-trimethylbenzoyl)-2,4,4-trimethylpentylphosphine oxide CC1=C(C(=O)P(CC(CC(C)(C)C)C)(C(C2=C(C=C(C=C2C)C)C)=O)=O)C(=CC(=C1)C)C